S1C2=C(C=C1)C(CC2)N 5,6-dihydro-4H-cyclopenta[b]thiophen-4-amine